((1s,3s)-3-methoxycyclobutyl)-1H-benzo[d]imidazole-6-carboxylic acid COC1CC(C1)N1C=NC2=C1C=C(C=C2)C(=O)O